1-(2-Cyclohexyl-5-methylphenoxy)-N-((6-(4-phenylpiperazin-1-yl)pyridin-2-yl)sulfonyl)cyclopropane-1-carboxamide C1(CCCCC1)C1=C(OC2(CC2)C(=O)NS(=O)(=O)C2=NC(=CC=C2)N2CCN(CC2)C2=CC=CC=C2)C=C(C=C1)C